(S)-piperidin-3-ol hydrochloride salt Cl.N1C[C@H](CCC1)O